4-((tert-butoxycarbonyl) amino)-2,3-difluoro-6-methylphenyl trifluoromethanesulfonate FC(S(=O)(=O)OC1=C(C(=C(C=C1C)NC(=O)OC(C)(C)C)F)F)(F)F